N-tert-butyl-1-[8-(6-isopropoxypyridazin-4-yl)-6H-isochromeno[3,4-b]pyridin-3-yl]pyrrolidin-3-amine C(C)(C)(C)NC1CN(CC1)C1=CC=C2C(=N1)OCC=1C=C(C=CC12)C1=CN=NC(=C1)OC(C)C